OCC(=O)N1CCC(CC1)NC1=CC(=NC=N1)C(=O)N 6-((1-(2-hydroxyacetyl)piperidin-4-yl)amino)pyrimidine-4-carboxamide